C1=C(C=C(C(=C1C(=O)O)O)O)C(=O)O The molecule is a benzenedicarboxylic acid that is isophthalic acid (benzene-1,3-dicarboxylic acid) in which the hydrogens at positions 4 and 5 have been replaced by hydroxy groups. An inhibitor of brain glutamate decarboxylase. It has a role as a bacterial metabolite and an EC 4.1.1.15 (glutamate decarboxylase) inhibitor. It is a benzenedicarboxylic acid and a member of catechols.